2-(methylamino)acetic acid CNCC(=O)O